C(C)(C)(C)NC(=O)[C@]1(N(C2=CC=CC=C2C1=C)CC1=NC=CC=C1)C1=NC=CC=C1 |r| (±)-N-tert-butyl-3-methylene-1-picolyl-2-(pyridin-2-yl)indoline-2-carboxamide